ClC1N(C2=CC=C(C=C2C=N1)OCC)C1=CC(=CC(=C1)C(F)(F)F)C(F)(F)F 2-chloro-6-ethoxy-N-(3,5-bistrifluoromethylphenyl)quinazoline